CC(C(=O)OC1=C(C(OC12CCCCC2)=O)C2=C(C=C(C=C2)Cl)Cl)(CC)C [3-(2,4-dichlorophenyl)-2-oxo-1-oxaspiro[4.5]dec-3-en-4-yl] 2,2-dimethylbutanoate